2-((3,5-dicyano-4-ethyl-6-(4-(oxazol-5-ylmethyl)piperazin-1-yl)pyridin-2-yl)sulfanyl)-2-phenylacetamide C(#N)C=1C(=NC(=C(C1CC)C#N)N1CCN(CC1)CC1=CN=CO1)SC(C(=O)N)C1=CC=CC=C1